3-fluoro-4-((1S,5R)-1-(5-((1-methylazetidin-3-yl)methyl)-1,3,4-oxadiazol-2-yl)-5-(trifluoromethyl)-3-azabicyclo[3.1.0]hexan-3-yl)pyrazolo[1,5-a]pyridine-7-carbonitrile FC=1C=NN2C1C(=CC=C2C#N)N2C[C@@]1(C[C@@]1(C2)C(F)(F)F)C=2OC(=NN2)CC2CN(C2)C